4-amino-5-hydroxy-2,7-naphthalenedisulfonate NC1=CC(=CC2=CC(=CC(=C12)O)S(=O)(=O)[O-])S(=O)(=O)[O-]